7-Methoxy-3'-methyl-2-(3-methylbut-2-enoyl)-1'-phenyl-2H-spiro[phthalazine-1,4'-pyrazol]-5'(1'H)-one COC1=CC=C2C=NN(C3(C(=NN(C3=O)C3=CC=CC=C3)C)C2=C1)C(C=C(C)C)=O